COC1=CC=C(CNC=2C=C3C(=C(C(=NC3=CC2)C2=CC=CC=C2)C2=CC=CC=C2)NS(=O)(=O)C)C=C1 N-(6-((4-methoxybenzyl)amino)-2,3-diphenylquinolin-4-yl)methanesulfonamide